(R)-1-(1-acryloylpyrrolidin-3-yl)-3-(3-fluoro-4-(3-methoxyphenoxy)phenyl)-1H-imidazo[4,5-c]pyridin-2(3H)-one C(C=C)(=O)N1C[C@@H](CC1)N1C(N(C=2C=NC=CC21)C2=CC(=C(C=C2)OC2=CC(=CC=C2)OC)F)=O